COC([C@H](C[C@H]1C(NCC1)=O)NC(=O)[C@H]1NN(CCC1)C(=O)OCC1=CC=CC=C1)=O benzyl (3S)-3-[[(1S)-2-methoxy-2-oxo-1-[[(3S)-2-oxopyrrolidin-3-yl]methyl]ethyl]carbamoyl]hexahydropyridazine-1-carboxylate